(4-(4-(1-((4-chloro-3-METHYLPHENYL)amino)ethyl)-1H-1,2,3-triazol-1-yl)benzoyl)glycine ClC1=C(C=C(C=C1)NC(C)C=1N=NN(C1)C1=CC=C(C(=O)NCC(=O)O)C=C1)C